3-((4-(4-((((1r,4r)-4-aminocyclohexyl)(methyl)amino)methyl)piperidin-1-yl)phenyl)amino)piperidine-2,6-dione NC1CCC(CC1)N(C)CC1CCN(CC1)C1=CC=C(C=C1)NC1C(NC(CC1)=O)=O